COC1SCCN1 2-methoxy-1,3-thiazolidine